FC1(CN(C1)CCC=1C=NC(N(C1)[C@H](C(=O)O)CC(C)C)=O)C (S)-2-(5-(2-(3-fluoro-3-methylazetidin-1-yl)ethyl)-2-oxopyrimidin-1(2H)-yl)-4-methylpentanoic acid